(S)-1-(4-(2-(3,5-dichloro-4-(3-chloropropoxy)phenyl)propan-2-yl)phenoxy)-3-(ethylsulfonyl)propan-2-yl acetate C(C)(=O)O[C@@H](COC1=CC=C(C=C1)C(C)(C)C1=CC(=C(C(=C1)Cl)OCCCCl)Cl)CS(=O)(=O)CC